C(C)(C)(C)C1=C(C=CC=C1)NC(=O)C1=C(C(=NC(=C1C(=O)N)Cl)Cl)Cl ((2-(tert-butyl)phenyl)carbamoyl)-2,5,6-trichloronicotinamide